C(C)OC1=C(C=CC=C1)CN1N=C(C=C1C1=CC=C2C=NN(C2=C1)CC)CO [1-[(2-Ethoxyphenyl)methyl]-5-(1-ethyl-1H-indazol-6-yl)-1H-pyrazol-3-yl]methanol